ClC=1C=C(C(=O)N(C)[C@H](C)C2=CNC(C3=CC(=C(C=C23)F)F)=O)C=CC1F |r| Racemic-3-chloro-N-(1-(6,7-difluoro-1-oxo-1,2-dihydroisoquinolin-4-yl)ethyl)-4-fluoro-N-methylbenzamide